1-(5-cyanopyridin-2-yl)-N-(2-{1-[(4-hydroxyphenyl)methyl]piperidin-4-yl}ethyl)piperidine-4-carboxamide C(#N)C=1C=CC(=NC1)N1CCC(CC1)C(=O)NCCC1CCN(CC1)CC1=CC=C(C=C1)O